N1C(=NCC2=CC=CC=C12)SCC1=CSC2=NC3=CC=C(C=C3CN21)F 3-(((1,4-dihydroquinazolin-2-yl)thio)methyl)-7-fluoro-5H-thiazolo[2,3-b]quinazoline